diphenoxyethanol diacrylate C(C=C)(=O)O.C(C=C)(=O)O.O(C1=CC=CC=C1)C(C)(O)OC1=CC=CC=C1